FC(C1=CC(=NC2=C(C=C(C=C12)C1=NC(=NC=C1F)NC1=NC=C(C=C1)CN1CCN(CC1)CC)F)C)F 4-(4-(difluoromethyl)-8-fluoro-2-methylquinolin-6-yl)-N-(5-((4-ethylpiperazin-1-yl)methyl)pyridin-2-yl)-5-fluoropyrimidin-2-amine